tert-butyl 2-bromo-3-(3-methylpyridin-4-yl)-6,7-dihydropyrazolo[1,5-a]pyrazine-5(4H)-carboxylate BrC1=NN2C(CN(CC2)C(=O)OC(C)(C)C)=C1C1=C(C=NC=C1)C